C(C)OB1OC(C2=C1C=CC(=C2)NC2=NC=C(C(=N2)N[C@H](CO)C2=CC=CC=C2)C2=NC(=NO2)C2=C(C=CC=C2)F)(C)C (S)-2-((2-((1-ethoxy-3,3-dimethyl-1,3-dihydrobenzo[c][1,2]oxaborol-5-yl)amino)-5-(3-(2-fluorophenyl)-1,2,4-oxadiazol-5-yl)pyrimidin-4-yl)amino)-2-phenylethan-1-ol